CC(CO)(CNC(C1=CC=CC=C1)(C1=CC=CC=C1)C1=CC=CC=C1)C 2,2-dimethyl-3-(tritylamino)propan-1-ol